C(=C)OCC Ethyl vinyl ether